OCCN1CCN(CC1)C1=CC=C(C=N1)C1=NNC=2C1=NC(=C(C2)OC)C=2C(=C(C=CC2)CC#N)C (3-(3-(6-(4-(2-hydroxyethyl)piperazin-1-yl)pyridin-3-yl)-6-methoxy-1H-pyrazolo[4,3-b]pyridin-5-yl)-2-methylphenyl)acetonitrile